O1C2=C(NCC1)C=C(C=C2)C=2C(=NC(=CN2)CCCC(F)(F)F)N2CCC(CC2)C(=O)O 1-(3-(3,4-dihydro-2H-benzo[b][1,4]oxazin-6-yl)-6-(4,4,4-trifluorobutyl)pyrazin-2-yl)piperidine-4-carboxylic acid